BrC1=CC=C(C(=C1)C1=CC=CC=C1)O 5-bromo-[1,1'-biphenyl]-2-ol